(2-hydroxyethyl)imidazo[1,2-a]pyridine-7-carboxamide OCCC=1N=C2N(C=CC(=C2)C(=O)N)C1